FC1=C(C(=O)N2C(C3=CC=CC=C3C2(O)C2=C(C=CC=C2)F)=O)C=CC=C1 2-(2-fluorobenzoyl)-3-(2-fluorophenyl)-3-hydroxyisoindolin-1-one